4-[4-(2-methoxyphenyl)piperazinyl]Butyl-benzoOxazolin-2-one-5-carboxamide COC1=C(C=CC=C1)N1CCN(CC1)CCCCC1=C(C=CC2=C1NC(O2)=O)C(=O)N